(hexyl (6-(2-oxo-2-(((3s,6s)-6-(2-oxoacetoxy) hexahydrofuro[3,2-b]furan-3-yl) oxy) acetoxy) hexyl)) oxalate C(C(=O)[O-])(=O)OCCCCCC(OC(C(O[C@@H]1C2C(OC1)[C@H](CO2)OC(C=O)=O)=O)=O)CCCCCC